N-(1-(1-(1-acetylpiperidin-4-yl)azetidin-3-yl)-3-(difluoromethyl)-1H-pyrazol-4-yl)-6-(1-(1-cyanocyclobutyl)-1H-pyrazol-4-yl)-2-picolinamide C(C)(=O)N1CCC(CC1)N1CC(C1)N1N=C(C(=C1)NC(C1=NC(=CC=C1)C=1C=NN(C1)C1(CCC1)C#N)=O)C(F)F